N[C@H]1C[C@@H](CC1)N1C2=C3C(=C(N(C3=NC=C2N(C1=O)C)S(=O)(=O)C1=CC=CC=C1)C=1C(=NN(C1)C)F)Br 3-[(1R,3R)-3-aminocyclopentyl]-10-(benzenesulfonyl)-12-bromo-11-(3-fluoro-1-methyl-pyrazol-4-yl)-5-methyl-3,5,8,10-tetrazatricyclo[7.3.0.02,6]dodeca-1,6,8,11-tetraen-4-one